tert-butyl (S)-4-(2-chloro-6-(1-methyl-6-oxo-1,6-dihydropyridin-3-yl) quinazolin-4-yl)-3-phenylpiperazine-1-carboxylate ClC1=NC2=CC=C(C=C2C(=N1)N1[C@H](CN(CC1)C(=O)OC(C)(C)C)C1=CC=CC=C1)C1=CN(C(C=C1)=O)C